N-(tert-butoxycarbonyl)-N-methyl-L-leucyl-D-aspartic acid 4-benzyl 1-methyl ester COC([C@H](NC([C@@H](N(C)C(=O)OC(C)(C)C)CC(C)C)=O)CC(=O)OCC1=CC=CC=C1)=O